ClC1=CC=CC=2O[C@@H](CN(S(C21)(=O)=O)CC=2C=C(C=C1CCCC21)C(CC(=O)O)C2=C(C1=C(N(N=N1)C)C=C2)C)CC 3-(7-{[(4R)-9-chloro-4-ethyl-1,1-dioxo-3,4-dihydro-2H-5,1,2-benzoxathiazepin-2-yl]methyl}-2,3-dihydro-1H-inden-5-yl)-3-(1,4-dimethyl-1H-benzotriazol-5-yl)propanoic acid